5-[6-chloro-3-[1-(3,6-dimethyl-2-morpholino-4-oxo-chromen-8-yl)ethylamino]-2-pyridyl]-3-fluoro-2-hydroxy-benzaldehyde ClC1=CC=C(C(=N1)C=1C=C(C(=C(C=O)C1)O)F)NC(C)C=1C=C(C=C2C(C(=C(OC12)N1CCOCC1)C)=O)C